3,4-dihydroisoquinoline-2(1H)-carboxamidine C1N(CCC2=CC=CC=C12)C(=N)N